2-(2,3-dichlorophenyl)-5-(2,6-difluoro-4-methoxyphenyl)-1-methyl-3-oxo-2,3-dihydro-1H-pyrazol ClC1=C(C=CC=C1Cl)N1N(C(=CC1=O)C1=C(C=C(C=C1F)OC)F)C